N-(4-(((8-isopropyl-2-((1-methylpiperidin-4-yl)amino)pyrazolo[1,5-a][1,3,5]triazin-4-yl)amino)methyl)phenyl)tetrahydro-2H-pyran-4-carboxamide C(C)(C)C=1C=NN2C1N=C(N=C2NCC2=CC=C(C=C2)NC(=O)C2CCOCC2)NC2CCN(CC2)C